[N+](=O)([O-])C1=CC(=C(C=C1)CN1CCN(CC1)C(=O)OC(C)(C)C)C(F)(F)F Tert-butyl 4-[[4-nitro-2-(trifluoromethyl)phenyl]methyl]piperazine-1-carboxylate